Cl(=O)(=O)(=O)[O-].CN(C1=CC=C(C=C1)C=CC=CC1=[N+](C=CC=C1)CC)C 2-[4-[4-(dimethylamino)phenyl]-1,3-butadienyl]-1-ethyl-pyridinium perchlorate